C1(=CC=CC=C1)N(C1=CC=CC=C1)C1=CC=C2C(=CC3=CC=CC4=CC=C1C2=C34)N(C3=CC=CC=C3)C3=CC=CC=C3 1,4-bis(N,N'-diphenylamino)pyrene